2-(3-bromo-5-fluorophenyl)-2,2-difluoroethan-1-ol BrC=1C=C(C=C(C1)F)C(CO)(F)F